FC(C1=NN=C(O1)C1=NC(NC=C1)=O)F 4-(5-(difluoromethyl)-1,3,4-oxadiazol-2-yl)pyrimidine-2(1H)-On